C1(=CC=CC=C1)C1=NC(=CC(=N1)C=1C=C(C=C(C1)N1C2=CC=CC=C2C=2C=C(C=CC12)C1=CC=2N(C3=CC=CC=C3C2C=C1)C1=CC=CC=C1)N1C2=CC=CC=C2C=2C=C(C=CC12)C1=CC=2N(C3=CC=CC=C3C2C=C1)C1=CC=CC=C1)C1=CC=CC=C1 9',9'''-(5-(2,6-diphenylpyrimidin-4-yl)-1,3-phenylene)bis(9-phenyl-9H,9'H-2,3'-bicarbazole)